4-chloro-N-(3-fluoro-4-(1-methyl-3-(trifluoromethyl)-1H-pyrazol-5-yl)phenyl)-1-methyl-1H-pyrazole-5-carboxamide ClC=1C=NN(C1C(=O)NC1=CC(=C(C=C1)C1=CC(=NN1C)C(F)(F)F)F)C